ClC1=C(CNC(=O)[C@@]2(C=3C=CC=NC3[C@H](CC2)O)F)C=CC(=C1)Cl (5R,8S)-N-(2,4-dichloro-benzyl)-5-fluoro-8-hydroxy-5,6,7,8-tetrahydro-quinoline-5-carboxamide